CCN(C1CCC(CC1)N(C)CCOC)C2=CC(=CC(=C2C)C(=O)NCC3=C(C=C(NC3=O)C)C)C#CCN4CCOCC4 N-((4,6-dimethyl-2-oxo-1,2-dihydropyridin-3-yl)methyl)-3-(ethyl((1R,4R)-4-((2-methoxyethyl)(methyl)amino)cyclohexyl)amino)-2-methyl-5-(3-morpholinoprop-1-yn-1-yl)benzamide